(4-amino-4-methylpiperidin-1-yl)(5-((4-methoxyphenyl)thio)furan-2-yl)methanone NC1(CCN(CC1)C(=O)C=1OC(=CC1)SC1=CC=C(C=C1)OC)C